C1(CC1)C=1C=CC=2C(N(C=3N(C2N1)N=CC3C(F)(F)F)CC(=O)NC3=NC=C(C=C3)F)=O 2-[8-cyclopropyl-5-oxo-3-(trifluoromethyl)pyrazolo[1,5-a]pyrido[3,2-e]pyrimidin-4(5H)-yl]-N-(5-fluoropyridin-2-yl)acetamide